OC(CCCC1CC=C(CC1)C=O)(C)C 4-(4-hydroxy-4-Methyl-pentyl)cyclohexen-1-carbaldehyde